(E)-3-fluoro-4-hydroxy-5-((2-methyl-2-(pyrazin-2-yl)hydrazono)methyl)-N-(5-(3-(pyrrolidin-1-yl)phenyl)thiazol-2-yl)benzamide FC=1C=C(C(=O)NC=2SC(=CN2)C2=CC(=CC=C2)N2CCCC2)C=C(C1O)/C=N/N(C1=NC=CN=C1)C